4-(4-aminophenyl)-1-methyl-1H-pyrrole-2-carboxylic acid methyl ester COC(=O)C=1N(C=C(C1)C1=CC=C(C=C1)N)C